1-(1-(4-((4,4-difluorocyclohexyl)amino)-6-methylpyrimidin-2-yl)-1H-pyrazol-3-yl)cyclopropan-1-ol FC1(CCC(CC1)NC1=NC(=NC(=C1)C)N1N=C(C=C1)C1(CC1)O)F